(2S,3R)-1-(7,7-difluoro-4-(4-(3-fluoroazetidin-3-yl)phenyl)-6,7-dihydro-5H-cyclopenta[d]pyrimidin-2-yl)-2-methylazetidin-3-ol FC1(CCC2=C1N=C(N=C2C2=CC=C(C=C2)C2(CNC2)F)N2[C@H]([C@@H](C2)O)C)F